(2S,4R)-1-[(2S)-2-[(1-fluorocyclopropyl)formamido]-3,3-dimethylbutanoyl]-4-hydroxy-N-[[2-hydroxy-4-(4-methyl-1,3-thiazol-5-yl)phenyl]methyl]pyrrolidine-2-carboxamide FC1(CC1)C(=O)N[C@H](C(=O)N1[C@@H](C[C@H](C1)O)C(=O)NCC1=C(C=C(C=C1)C1=C(N=CS1)C)O)C(C)(C)C